methyl 4-(6-amino-5-ethoxy-1-methyl-1H-benzo[d]imidazol-2-yl)-2,2-dimethylbutyrate NC=1C(=CC2=C(N(C(=N2)CCC(C(=O)OC)(C)C)C)C1)OCC